7-(4-(tert-butyl)naphthalen-2-yl)-2-(4-(1,1-dimethylsilinan-4-yl)phenyl)-3-methylthieno[2,3-c]pyridine C(C)(C)(C)C1=CC(=CC2=CC=CC=C12)C=1N=CC=C2C1SC(=C2C)C2=CC=C(C=C2)C2CC[Si](CC2)(C)C